[N+](=O)([O-])C1=C2CCCCC2=C(C=C1)[N+](=O)[O-] 5,8-dinitro-1,2,3,4-tetrahydronaphthalene